C=C(C(=O)O)CC(=O)O 2-Methylidenebutane-dioic acid